FC1=C(OC=2C(=NC(=NC2)NS(=O)(=O)C)C2=CN(C(C=3CCCCC23)=O)C)C=CC(=C1)F N-[5-(2,4-difluorophenoxy)-4-(2-methyl-1-oxo-5,6,7,8-tetrahydroisoquinolin-4-yl)pyrimidin-2-yl]methanesulfonamide